NC=1C=CC(=C(C(=O)NC2=CC=C(C=C2)C(F)(F)F)C1)SC1=NN=NN1C 5-amino-2-(1-methyl-1H-tetrazol-5-ylsulfanyl)-N-(4-trifluoromethyl-phenyl)-benzamide